NC1=C(C(=C(C2=NC3=C(N21)C=CC=C3)C#N)C3=CC=C(C=C3)C)C#N 1-amino-3-(4-methylphenyl)-pyrido[1,2-a]benzimidazole-2,4-dicarbonitrile